ClC1=CC=C(C=C1)CN1C([C@H](CS(C2=C1C=C(C(=C2)F)C=2OC(=NN2)C2CN(CC(C2)(F)F)C2CC2)(=O)=O)NC(OC(C)(C)C)=O)=O tert-butyl N-[(3R)-5-[(4-chlorophenyl)methyl]-7-[5-(1-cyclopropyl-5,5-difluoro-3-piperidyl)-1,3,4-oxadiazol-2-yl]-8-fluoro-1,1,4-trioxo-2,3-dihydro-1λ6,5-benzothiazepin-3-yl]carbamate